[N+](=O)([O-])C1=C(C=CC=C1)S(=O)(=O)N1CC(CCC1)N 1-((2-nitrophenyl)sulfonyl)piperidin-3-amine